N-(2-Aminoethyl)-4-oxo-3-(2-(trifluoromethoxy)ethyl)-3,4-dihydroimidazo[5,1-d][1,2,3,5]tetrazine-8-carboxamide NCCNC(=O)C=1N=CN2C1N=NN(C2=O)CCOC(F)(F)F